(S)-4-(4-((2-(2,3-dihydrobenzo[b][1,4]dioxin-6-yl)pyrrolidin-1-yl)methyl)phenyl)thiomorpholin-3-one O1C2=C(OCC1)C=C(C=C2)[C@H]2N(CCC2)CC2=CC=C(C=C2)N2C(CSCC2)=O